6-(tert-butyl)-2-chloronicotinonitrile C(C)(C)(C)C1=NC(=C(C#N)C=C1)Cl